boric acid di(oxalate) C(C(=O)O)(=O)O.C(C(=O)O)(=O)O.B(O)(O)O